C[C@H](COS(=O)(=O)C1=CC=C(C=C1)C)CCCCCC.C1(=CC=CC2=CC=CC=C12)C1=C(OCC(=O)NCC2=CN(C(O2)=O)C2=CC=C(C=C2)N2C(COCC2)=O)C=CC=C1 (S)-2-(1-naphthylphenoxy)-N-((2-oxo-3-(4-(3-oxomorpholin-4-yl)phenyl)-1,3-oxazolin-5-yl)methyl)acetamide (S)-2-methyloctyl-4-methylbenzenesulfonate